BrCCCC(C(F)(F)F)=O 5-bromo-1,1,1-trifluoro-2-pentanone